(1,2,4-tri-n-propylcyclopentadienyl)tris(diethylamino)zirconium C(CC)C1(C(=CC(=C1)CCC)CCC)[Zr](N(CC)CC)(N(CC)CC)N(CC)CC